2-(2,6-dioxopiperidin-3-yl)-5-((6-oxo-6-(4-(thiazol-2-yl)piperidin-1-yl)hexyl)amino)isoindoline-1,3-dione O=C1NC(CCC1N1C(C2=CC=C(C=C2C1=O)NCCCCCC(N1CCC(CC1)C=1SC=CN1)=O)=O)=O